3-(2-(3,5-diaminophenyl)-5-(pyrimidin-5-yl)phenyl)acrylamide NC=1C=C(C=C(C1)N)C1=C(C=C(C=C1)C=1C=NC=NC1)C=CC(=O)N